5-(1-benzyl-1H-pyrazol-4-yl)-1-methyl-4-(1H-pyrrol-1-yl)pyridin-2(1H)-one C(C1=CC=CC=C1)N1N=CC(=C1)C=1C(=CC(N(C1)C)=O)N1C=CC=C1